ClC1=C(C=C(N=N1)N1[C@@H]2[C@H](OCC1)CCNC2)C(F)F (4aS,8aR)-4-[6-chloro-5-(difluoromethyl)pyridazin-3-yl]-2,3,4a,5,6,7,8,8a-octahydropyrido[4,3-b][1,4]oxazine